O(C1=CC=CC=C1)C1=CC=C(C=C1)N1C2=C(OCC1)C=NC(=N2)C#N 8-(4-phenoxyphenyl)-7,8-dihydro-6H-pyrimido[5,4-b][1,4]oxazine-2-carbonitrile